5-chloro-2-{[2-(hydroxymethyl)piperidin-1-yl]methyl}-7,8-dihydro-6H-spiro[[1,3]oxazolo[5,4-f]quinazoline-9,1'-cyclohexane]-7-one ClC=1C=C2C(=C3C1NC(NC31CCCCC1)=O)OC(=N2)CN2C(CCCC2)CO